2-(6-(bicyclo[2.1.1]hexan-1-ylamino)-4-(3-((4-methyl-4H-1,2,4-triazol-3-yl)methyl)oxetan-3-yl)pyridin-2-yl)-4-(trifluoromethyl)isoindolin-1-one C12(CCC(C1)C2)NC2=CC(=CC(=N2)N2C(C1=CC=CC(=C1C2)C(F)(F)F)=O)C2(COC2)CC2=NN=CN2C